BrC1=C2C=CC(OC2=C2C(=C1)C=CC=C2F)(C2=CC=C(C=C2)OC)C2=CC=C(C=C2)OC 5-bromo-10-fluoro-2,2-bis(4-methoxyphenyl)-2H-benzo[H]Chromene